4-amino-N-((1R,4S)-7-fluoro-1-methylisochroman-4-yl)-N-methylimidazo[1,5-a]quinoxaline-8-carboxamide NC=1C=2N(C3=CC(=CC=C3N1)C(=O)N(C)[C@@H]1CO[C@@H](C3=CC(=CC=C13)F)C)C=NC2